ClC1=C(C(=CC=C1Cl)O)[C@H]1C[C@@H]2N(C(OC(C2)CO)=O)C1 (4aS,6R)-6-(2,3-dichloro-6-hydroxyphenyl)-3-(hydroxymethyl)-hexahydropyrrolo[1,2-c][1,3]oxazin-1-one